7-hexyloxepan-2-one-one C(CCCCC)C1CCC(CC(O1)=O)=O